COC(CCN(C(=O)N)C1=NN(C2=C(C=CC=C12)NCCCN1[C@H](CN(C[C@H]1C)C(=O)OCC1=CC=CC=C1)C)C)=O Benzyl (3S,5R)-4-(3-((3-(1-(3-methoxy-3-oxopropyl) ureido)-1-methyl-1H-indazol-7-yl) amino) propyl)-3,5-dimethylpiperazine-1-carboxylate